4-(4,4,4-trifluorobutyl)-2-(trifluoromethyl)quinoline-3-carboxamide FC(CCCC1=C(C(=NC2=CC=CC=C12)C(F)(F)F)C(=O)N)(F)F